(7S)-3-(Azetidin-3-yl)-2-benzyl-7-methyl-3H,6H,7H,8H,9H-imidazo[4,5-f]chinolin N1CC(C1)N1C(=NC2=C3CC[C@@H](NC3=CC=C21)C)CC2=CC=CC=C2